Cl.N[C@@H](COC1=CC=C(C=C1)C(=O)N1C[C@@H](CC1)C1=CC=C(C=C1)F)CN1N=CN=N1 (4-((R)-2-amino-3-(2H-tetrazol-2-yl)propoxy)phenyl)((S)-3-(4-fluorophenyl)pyrrolidin-1-yl)methanone, Hydrochloride